methylammonium ethyl-sulfate C(C)OS(=O)(=O)[O-].C[NH3+]